NC(C(=O)O)CC1(CCC1)C 2-amino-3-(1-methylcyclobutyl)propionic acid